C[C@H]1N([C@H](CCC1)C)CCNC(=O)C=1C=C(C(=NC1)C)NC(=O)C1=NN=C2N1C=CC(=C2)C=2C=NN(C2)C N-(5-((2-((2R,6S)-2,6-dimethylpiperidin-1-yl)ethyl)carbamoyl)-2-methylpyridin-3-yl)-7-(1-methyl-1H-pyrazol-4-yl)-[1,2,4]triazolo[4,3-a]pyridine-3-carboxamide